BrC1=CC=C2C=3C=CC(=CC3C(C2=C1)(C)C)[SiH3] (7-bromo-9,9-dimethyl-9H-fluoren-2-yl)silane